ClC=1C=NC(=NC1)C=1C=C(C=CC1C)NC(=O)N1C2CCCC1C2 N-[3-(5-chloropyrimidin-2-yl)-4-methylphenyl]-6-azabicyclo[3.1.1]heptane-6-carboxamide